4-PHENYL-1H-PYRROLO[2,3-B]PYRIDINE-3-CARBOXALDEHYDE C1(=CC=CC=C1)C1=C2C(=NC=C1)NC=C2C=O